N=1C=CN2C1C=CC(=C2)C2=CNC=1N=C(N=C(C12)OC([2H])([2H])[2H])NC1CCC(CC1)(O)C (1s,4s)-4-((5-(imidazo[1,2-a]pyridin-6-yl)-4-(methoxy-d3)-7H-pyrrolo[2,3-d]pyrimidin-2-yl)amino)-1-methylcyclohexan-1-ol